N-[[5-[(1R)-1,2-dihydroxyethyl]-8-[4-(trifluoromethoxy)phenyl]quinoxalin-6-yl]methyl]prop-2-enamide O[C@@H](CO)C1=C2N=CC=NC2=C(C=C1CNC(C=C)=O)C1=CC=C(C=C1)OC(F)(F)F